N-[(6-Amino-2-pyridyl)sulfonyl]-6-(2-hydroxy-5,5-dimethyl-cyclohexyl)-2-[(4S)-2,2,4-trimethylpyrrolidin-1-yl]pyridin-3-carboxamid NC1=CC=CC(=N1)S(=O)(=O)NC(=O)C=1C(=NC(=CC1)C1C(CCC(C1)(C)C)O)N1C(C[C@@H](C1)C)(C)C